6-(2-chloro-5-methoxypyrimidin-4-yl)benzothiazole ClC1=NC=C(C(=N1)C1=CC2=C(N=CS2)C=C1)OC